FC=1C=C(C=C2C=NNC12)C#CC1=NC(=NC=C1)C1=NC(=NC=C1)N1CC2=CC=C(C=C2C1)OC(F)(F)F 7-fluoro-5-((2'-(5-trifluoromethoxyisoindolin-2-yl)-[2,4'-bipyrimidin]-4-yl)ethynyl)-1H-indazole